FC1=C(O[C@H]2CN(CC2)C(=O)C23CC(C2)(C3)CO)C=C(C=C1)F (R)-(3-(2,5-difluorophenoxy)pyrrolidin-1-yl)(3-(hydroxymethyl)bicyclo[1.1.1]pent-1-yl)methanone